3-benzhydryloxy-2-propanol methacrylate C(C(=C)C)(=O)OC(C)COC(C1=CC=CC=C1)C1=CC=CC=C1